4-fluoro-3-methoxy-5-(trifluoromethyl)phenylboronic acid FC1=C(C=C(C=C1C(F)(F)F)B(O)O)OC